N-(tert-butoxycarbonyl)amine C(C)(C)(C)OC(=O)N